C(CCC)O Normalbutanol